N=1NN=NC1CC=1C=CC(=C(CC=2C(=NC(=NC2C)N)NC(C)CCC)C1)OC 5-(5-((2H-tetrazol-5-yl)methyl)-2-methoxybenzyl)-6-methyl-N4-(pentan-2-yl)pyrimidine-2,4-diamine